N1=CC=C(C=C1)CC(=O)N pyridine-4-carboxyamide